C(C)(C)OCCN(CC[C@@H](C(=O)O)NC(C1=C(N=CC=C1)C(F)(F)F)=O)CCCCC1=NC=2NCCCC2C=C1 (S)-4-((2-isopropoxyethyl)(4-(5,6,7,8-tetrahydro-1,8-naphthyridin-2-yl)butyl)amino)-2-(2-(trifluoromethyl)nicotinamido)butanoic acid